1-phenylbutan-1-one C1(=CC=CC=C1)C(CCC)=O